COC=1C=C(C=CC1OCC1=NC=CN=C1)NC1=NC=2C=CC=C(C2N=C1N1CCOCC1)C#N (3-methoxy-4-(pyrazin-2-ylmethoxy)phenylamino)-3-morpholinoquinoxaline-5-carbonitrile